[2-[[3-[[4-[[5-[4-(cyanomethoxy)-2,3-difluoro-phenyl]-1-methyl-imidazole-2-carbonyl]amino]-2-methyl-benzoyl]amino]cyclobutyl]amino]-2-oxo-ethyl]-trimethyl-ammonium formate C(=O)[O-].C(#N)COC1=C(C(=C(C=C1)C1=CN=C(N1C)C(=O)NC1=CC(=C(C(=O)NC2CC(C2)NC(C[N+](C)(C)C)=O)C=C1)C)F)F